C(CCCCCCCCCCCCCCC)(=O)OCC(OC(CC(CCCCCCCC(C(=O)O)C)C)=O)COC(CCCCCCCCCCCCCCC)=O 12-[2-hexadecanoyloxy-1-(hexadecanoyloxymethyl)ethoxy]-2,10-dimethyl-12-oxo-dodecanoic acid